5-Methoxy-1,2-dimethyl-4,7-dioxo-4,7-dihydro-1H-indole-3-carbaldehyde COC=1C(C=2C(=C(N(C2C(C1)=O)C)C)C=O)=O